N-(3-(2-(1-(difluoromethyl)cyclopropyl)-5-(2-(((1r,4r)-4-(methylsulfonyl)cyclohexyl)amino)pyrimidin-4-yl)thiazol-4-yl)-2-fluorophenyl)-2-fluoro-6-(trifluoromethyl)benzenesulfonamide FC(C1(CC1)C=1SC(=C(N1)C=1C(=C(C=CC1)NS(=O)(=O)C1=C(C=CC=C1C(F)(F)F)F)F)C1=NC(=NC=C1)NC1CCC(CC1)S(=O)(=O)C)F